OC[C@@H](CC(C)C)NC1=NC(=NC(=N1)\C=C\C)NS(=O)(=O)C (R,E)-N-(4-((1-hydroxy-4-methylpentan-2-yl)amino)-6-(prop-1-en-1-yl)-1,3,5-triazin-2-yl)methanesulfonamide